C(C1=CC=CC=C1)=C1C(OC(C1)C1=C(C=CC=C1)C=1C=NN(C1)C)=O 3-benzylidene-5-(2-(1-methyl-1H-pyrazol-4-yl)phenyl)dihydrofuran-2(3H)-one